tert-Butyl 4-(2-cyano-5-cyclopropyl-3-methylphenyl)piperazine-1-carboxylate C(#N)C1=C(C=C(C=C1C)C1CC1)N1CCN(CC1)C(=O)OC(C)(C)C